3,5-dibromo-1-(2,2-difluoroethyl)-1H-1,2,4-triazole BrC1=NN(C(=N1)Br)CC(F)F